6-methyl-N-[4-(methylsulfonyl)benzyl]-2-oxo-5-(pyridin-3-ylethynyl)-1-[3-(trifluoromethyl)phenyl]-1,2-dihydropyridine-3-carboxamide CC1=C(C=C(C(N1C1=CC(=CC=C1)C(F)(F)F)=O)C(=O)NCC1=CC=C(C=C1)S(=O)(=O)C)C#CC=1C=NC=CC1